Tert-butyl (S)-2-(4-(2,2,2-trifluoroethyl)piperazine-1-carbonyl)pyrrolidin-1-carboxylate FC(CN1CCN(CC1)C(=O)[C@H]1N(CCC1)C(=O)OC(C)(C)C)(F)F